NC=1C=C(OCC=2N=C3N(C=C(C=C3N3C(N(C(C3)=O)C)=O)C3CC3)C2)C=CC1 1-(2-((3-aminophenoxy)methyl)-6-cyclopropylimidazo[1,2-a]pyridin-8-yl)-3-methylimidazolidine-2,4-dione